C(C1=CC=CC=C1)C1CCN(CC1)CCNC(=O)C=1NC2=CC=C(C=C2C1)O N-(2-(4-benzylpiperidin-1-yl)ethyl)-5-hydroxy-1H-indol-2-carboxamide